2-((5-(9-(2-methoxyphenyl)-6,7,8,9-tetrahydrobenzo[4,5]imidazo[1,2-a]pyridin-2-yl)pyrimidin-2-yl)amino)acetic acid COC1=C(C=CC=C1)C1CCCC=2N=C3N(C=C(C=C3)C=3C=NC(=NC3)NCC(=O)O)C21